(S)-2-(4-(6-((5-(1,1-difluoroethyl)thiazol-2-yl)methoxy)-5-fluoropyridin-2-yl)-2,5-difluorobenzyl)-1-(4,4-dimethyltetrahydrofuran-3-yl)-4-fluoro-1H-benzo[d]imidazole-6-carboxylic acid FC(C)(F)C1=CN=C(S1)COC1=C(C=CC(=N1)C1=CC(=C(CC2=NC3=C(N2[C@@H]2COCC2(C)C)C=C(C=C3F)C(=O)O)C=C1F)F)F